CC(NC(CCOCCOCCOCCOCCOCCOCCOCCOCC)=O)C(NC(C(=O)N)C)=O 29,32-dimethyl-27,30-dioxo-3,6,9,12,15,18,21,24-octaoxa-28,31-diazatritriacontane-33-amide